NC1=C2N=CN(C2=NC(=N1)Cl)[C@H]1[C@H]([C@@H]([C@H](O1)COC(C(=O)O)(C(=O)O)CC1=CC(=CC=C1)C#N)O)F 2-(((2R,3R,4S,5R)-5-(6-amino-2-chloro-9H-purin-9-yl)-4-fluoro-3-hydroxytetrahydrofuran-2-yl)methoxy)-2-(3-cyanobenzyl)malonic acid